Racemic-3-(isoquinolin-4-yl)-1-(6-methoxypyridin-3-yl)-2-oxoimidazolidine-4-carbonitrile C1=NC=C(C2=CC=CC=C12)N1C(N(C[C@@H]1C#N)C=1C=NC(=CC1)OC)=O |r|